CCC(CC)NC(=O)C1=NC(=NN1CCCC(=O)OCC)C1=CC(=CC=C1)C=1OC(=CN1)C(NC(CC)CC)=O Ethyl 4-(5-(Pentan-3-Ylcarbamoyl)-3-(3-(5-(Pentan-3-Ylcarbamoyl)Oxazol-2-Yl)Phenyl)-1H-1,2,4-Triazol-1-Yl)Butanoate